NC(C(=O)O)CC1=CNC2=CC(=CC=C12)Br 2-amino-3-(6-bromo-1H-indol-3-yl)propanoic acid